N-((cis)-3-(2-cyano-5-methylphenyl)cyclobutyl)-1-((R or S)-1-(5-methyl-6-((1R,5S)-2-oxo-3-azabicyclo[3.1.0]hexan-3-yl)pyridin-3-yl)ethyl)-1H-1,2,3-triazole-4-carboxamide C(#N)C1=C(C=C(C=C1)C)[C@H]1C[C@H](C1)NC(=O)C=1N=NN(C1)[C@H](C)C=1C=NC(=C(C1)C)N1C([C@@H]2C[C@@H]2C1)=O |o1:21|